CS(=O)(=O)[N-]C1=CC(=CC=C1)[C@@H](CCN1CCC(CC1)N1C=NC=C1)NC(=O)C1=CC=2C(=NC=3CC[C@@H](CC3C2)C(C)(C)C)S1 methylsulfonyl-[3-[(1R)-3-(4-imidazol-1-yl-1-piperidyl)-1-[[(6S)-6-tert-butyl-5,6,7,8-tetrahydrothieno[2,3-b]quinoline-2-carbonyl]amino]propyl]phenyl]azanide